ClC1=CC(=C(C=C1)[N+](=O)[O-])COC 4-chloro-2-(methoxymethyl)-1-nitrobenzene